FC(C(=O)[O-])(F)F.ClC=1C(=CC(=C(C1)[NH3+])NS(=O)(=O)C1=C(C=CC(=C1)C(=O)OC)OC)C(F)(F)F 5-chloro-2-((2-methoxy-5-(methoxycarbonyl)phenyl)sulfonamido)-4-(trifluoromethyl)benzenaminium trifluoroacetate